methyl (S)-2-(1-(4-(2-(4-(3-(4-(17-azido-3-oxo-6,9,12,15-tetraoxa-2-azaheptadecyl) phenyl)ureido)phenyl)acetyl)morpholine-3-carbonyl)piperidin-4-yl)acetate N(=[N+]=[N-])CCOCCOCCOCCOCCC(NCC1=CC=C(C=C1)NC(NC1=CC=C(C=C1)CC(=O)N1[C@@H](COCC1)C(=O)N1CCC(CC1)CC(=O)OC)=O)=O